3-[4-chloro-6-(trifluoromethyl)-3-pyridyl]-1-methyl-1-[(1S)-1-(2-pyrimidin-2-yl-1,2,4-triazol-3-yl)ethyl]urea ClC1=C(C=NC(=C1)C(F)(F)F)NC(N([C@@H](C)C=1N(N=CN1)C1=NC=CC=N1)C)=O